BrC=1C=C2C=C(C(N(C2=CC1OC)CC1=NC=CC=C1)=O)C 6-bromo-7-methoxy-3-methyl-1-(pyridin-2-ylmethyl)quinolin-2(1H)-one